C[C@@H]1CN(CCC1)CC1=C2C(=NC(=C1)C(=O)OC)C=NN2 methyl (S)-7-((3-methylpiperidin-1-yl) methyl)-1H-pyrazolo[4,3-b]pyridine-5-carboxylate